FC=1C(=C(OC2=NC=C(C(=C2C=2NC3=CC=NC(=C3C(C2)=O)N2N=CC=C2)C)C(F)(F)F)C=CC1F)C 2-[2-(3,4-difluoro-2-methyl-phenoxy)-4-methyl-5-(trifluoromethyl)-3-pyridinyl]-5-pyrazol-1-yl-1H-1,6-naphthyridin-4-one